trisodium ethylene disuccinate C(CCC(=O)[O-])(=O)OCCOC(CCC(=O)[O-])=O.[Na+].[Na+].[Na+]